1,2,4-oxadiazine-3,5-dione O1NC(NC(C1)=O)=O